6-Chloro-4-((5-(cyclopropylmethyl)-1-methyl-4-oxo-4,5-dihydro-1H-pyrrolo[3,2-c]pyridin-3-yl)amino)-N-(methyl-d3)nicotinamide ClC1=NC=C(C(=O)NC([2H])([2H])[2H])C(=C1)NC1=CN(C2=C1C(N(C=C2)CC2CC2)=O)C